methyl 4-amino-1-(2-((1R,3S,5R)-3-((6-bromopyridin-2-yl)carbamoyl)-2-azabicyclo[3.1.0]hexan-2-yl)-2-oxoethyl)-1H-pyrrolo[2,3-b]pyridine-5-carboxylate NC1=C2C(=NC=C1C(=O)OC)N(C=C2)CC(=O)N2[C@@H]1C[C@@H]1C[C@H]2C(NC2=NC(=CC=C2)Br)=O